CN1C(N2[C@@H](CN(CC2)C(=O)OC(C)(C)C)C1)=O (R)-tert-butyl 2-methyl-3-oxohexahydroimidazo[1,5-a]pyrazine-7(1H)-carboxylate